N=1C(=CN2N=CC=CC21)C(=O)N2CCC(CC2)C2=C(C=CC=C2)C(F)(F)F imidazo[1,2-b]pyridazin-2-yl(4-(2-(trifluoromethyl)phenyl)piperidin-1-yl)methanone